Cl.Cl.FC1=CC=C2C=C(C=NC2=C1)N 7-fluoroquinolin-3-amine dihydrochloride